6-(hydrazinecarbonyl)-N-((1r,4r)-4-methoxycyclohexyl)picolinamide tert-butyl-3-(4-(4,4,5,5-tetramethyl-1,3,2-dioxaborolan-2-yl)-1H-pyrazol-1-yl)azetidine-1-carboxylate C(C)(C)(C)OC(=O)N1CC(C1)N1N=CC(=C1)B1OC(C(O1)(C)C)(C)C.N(N)C(=O)C1=CC=CC(=N1)C(=O)NC1CCC(CC1)OC